(R)-2-methoxy-2-(4-(3-(3-(methoxymethyl)phenyl)-1H-pyrazol-1-yl)-6-morpholinopyrimidin-2-yl)ethan-1-ol CO[C@@H](CO)C1=NC(=CC(=N1)N1N=C(C=C1)C1=CC(=CC=C1)COC)N1CCOCC1